(1Z)-4-chloro-N-hydroxy-iminobenzoyl chloride ClC1=CC(C(C(=O)Cl)C=C1)=NO